C1(CC1)N1CC(C1)[C@H](C)NC(=O)C1=CC2=CC=CC(=C2C=C1)C1=CC=C(C=C1)C(F)(F)F N-[(1S)-1-(1-cyclopropylazetidin-3-yl)ethyl]-5-[4-(trifluoromethyl)phenyl]naphthalene-2-carboxamide